bis(di-t-butyl-(4-dimethylaminophenyl)phosphino)palladium (II) dichloride C(C)(C)(C)P(C1=CC=C(C=C1)N(C)C)(C(C)(C)C)[Pd-2](P(C(C)(C)C)(C(C)(C)C)C1=CC=C(C=C1)N(C)C)(Cl)Cl